COC([C@H](CC\C=C\C1=CC=C(C=C1)OCCCC)N1CCN(CCN(CCN(CC1)[C@H](C(OCC1=CC=CC=C1)=O)COCC1=CC=CC=C1)[C@H](C(OCC1=CC=CC=C1)=O)COCC1=CC=CC=C1)[C@H](C(=O)OCC1=CC=CC=C1)COCC1=CC=CC=C1)=O.OC1=CC=C(C=C1)C(C)(C)C1=CC=C(C=C1)O Bisphenol A Methyl-(2S,5E)-6-(4-butoxyphenyl)-2-{4,7,10-tris[(2S)-1,3-bis(benzyloxy)-1-oxopropan-2-yl]-1,4,7,10-tetraazacyclododecan-1-yl}hex-5-enoate